[Br-].[Br-].C(CCCCCCCCC[N+]1=CC(=C(C=C1)\C=C\C1=CC=C(C=C1)N1CCOCC1)C)[N+]1=CC(=C(C=C1)\C=C\C1=CC=C(C=C1)N1CCOCC1)C 1,1'-(decane-1,10-diyl)bis{3-methyl-4-[(E)-4-morpholinostyryl]pyridin-1-ium} dibromide